6-(4-((4-(1H-pyrazol-4-yl)phenyl)-amino)-pyrimidin-2-yl)-N,N,1-trimethyl-1H-indole-2-carboxamide N1N=CC(=C1)C1=CC=C(C=C1)NC1=NC(=NC=C1)C1=CC=C2C=C(N(C2=C1)C)C(=O)N(C)C